C[C@@H]1O[C@@H](CN(C1)CC1=CC(=NC(=C1)NC=1SC(=CN1)C=1OC(=NN1)C1=CC=CC=C1)NC12CCC(CC1)(C2)O)C 4-((4-(((2S,6R)-2,6-dimethylmorpholino)methyl)-6-((5-(5-phenyl-1,3,4-oxadiazol-2-yl)thiazol-2-yl)amino)pyridin-2-yl)amino)bicyclo[2.2.1]heptan-1-ol